C1(CC1)C(=O)C=1C=NC(=CC1NC1CCC(CC1)C(C)(C)O)NC1=NC(=NC=C1)C=1C=NN(C1)S(=O)(=O)C1CC1 Cyclopropyl(6-((2-(1-(cyclopropylsulfonyl)-1H-pyrazol-4-yl)pyrimidin-4-yl)amino)-4-(((1s,4s)-4-(2-hydroxypropan-2-yl)cyclohexyl)amino)pyridin-3-yl)methanone